(Z)-5-(4-dimethylaminobenzylidene)-2-(2-cyanoethyl)-3-methylimidazole CN(C1=CC=C(\C=C/2\CN(C(=N2)CCC#N)C)C=C1)C